C1=CC=CC=2C3=CC=CC=C3C(C12)COC(NCC(NC(C(NC(C(NCC(NCOCC(=O)[O-])=O)=O)C)=O)C(C)C)=O)=O 1-(9H-fluoren-9-yl)-8-isopropyl-11-methyl-3,6,9,12,15-pentaoxo-2,18-dioxa-4,7,10,13,16-pentaazaicosan-20-oate